3-(2-(trifluoromethylphenyl)acryloyl)oxazolidin-2-one-5,5-d2 FC(F)(F)C1=C(C=CC=C1)C(C(=O)N1C(OC(C1)([2H])[2H])=O)=C